2,4,6-tribromobenzoic acid BrC1=C(C(=O)O)C(=CC(=C1)Br)Br